C(C1=CC=CC=C1)C1CN(CCN1C1=CC(=C(C=C1)Cl)Cl)C(=O)C1=CC(NC2=CC=CC=C12)=O 4-(3-benzyl-4-(3,4-dichlorophenyl)piperazine-1-carbonyl)quinolin-2(1H)-one